FC(C1OCCN(C1)C=1C=C2C=CC(=CC2=CC1)C1(CC2(C1)CC(C2)N)N)(F)F 2-(6-(2-(trifluoromethyl)morpholino)naphthalen-2-yl)spiro[3.3]heptane-2,6-diamine